C1(=CC=C(C=C1)C1C2CCC(C1)C2)C2C1CCC(C2)C1 5,5'-(1,4-phenylene)bisnorbornane